trans-tert-butyl ((4-((3-(4-chloro-3-fluorophenoxy)-2-hydroxypropyl)amino)cyclohexyl)methyl)carbamate ClC1=C(C=C(OCC(CN[C@@H]2CC[C@H](CC2)CNC(OC(C)(C)C)=O)O)C=C1)F